C(CC)C1N(CCOC1)CCC Dipropylmorpholine